ethyl (6S,9R)-4-(2,4-difluorophenyl)-6,7,8,9-tetrahydro-5H-6,9-epoxycyclohepta[b]pyridine-2-carboxylate FC1=C(C=CC(=C1)F)C1=C2C(=NC(=C1)C(=O)OCC)[C@H]1CC[C@@H](C2)O1